O1CCN(CC1)CC1=CC=C(C=C1)C=1C=C(C(NC1C(F)(F)F)=O)C(=O)N 5-(4-(morpholinomethyl)phenyl)-2-oxo-6-(trifluoromethyl)-1,2-dihydropyridine-3-carboxamide